5-hydroxy-N-{[4-(1-methyl-1H-indazole-4-sulfonyl)phenyl]methyl}-1H-indole-2-carboxamide OC=1C=C2C=C(NC2=CC1)C(=O)NCC1=CC=C(C=C1)S(=O)(=O)C=1C=2C=NN(C2C=CC1)C